6-heptenylmagnesium bromide C(CCCCC=C)[Mg]Br